C(C)(C)(C)N(CC(=O)[O-])C1=NC2=C(C(=CC=C2C(=C1)NCCS(N)(=O)=O)Cl)Cl tert-butyl(7,8-dichloro-4-((2-sulfamoylethyl)amino) quinolin-2-yl)glycinate